4-(piperidin-1-yl)-1-p-toluenesulfonyl-1H-pyrrolo[2,3-b]pyridine-4,5-diamine N1(CCCCC1)C1(C=2C(=NC=C1N)N(CC2)S(=O)(=O)C2=CC=C(C)C=C2)N